N[C@H]1[C@H]([C@@H]2CC[C@H](C1)N2C(=O)OC(C)(C)C)F |r| (±)-tert-butyl (1S,2R,3R,5R)-3-amino-2-fluoro-8-azabicyclo[3.2.1]octane-8-carboxylate